2-(4-((4-(2-(4-cyclobutylpiperazin-1-yl)pyridin-4-yl)-1H-1,2,3-triazol-1-yl)methyl)-3-fluorophenyl)-5-(difluoromethyl)-1,3,4-oxadiazole C1(CCC1)N1CCN(CC1)C1=NC=CC(=C1)C=1N=NN(C1)CC1=C(C=C(C=C1)C=1OC(=NN1)C(F)F)F